(R)-N-(benzo[b]thiophen-5-ylmethyl)-1-methyl-4-(2-(4-(trifluoromethyl)phenyl)-2H-pyrazolo[3,4-d]pyrimidin-4-yl)piperazine-2-carboxamide S1C2=C(C=C1)C=C(C=C2)CNC(=O)[C@@H]2N(CCN(C2)C=2C=1C(N=CN2)=NN(C1)C1=CC=C(C=C1)C(F)(F)F)C